C1(CC1)C(=O)NC1=NC=C(C(=O)NOC)C(=C1)NC=1C(=NC(=CC1)C)N(S(=O)(=O)C)C 6-(Cyclopropanecarboxamido)-N-methoxy-4-((6-methyl-2-(N-methylmethanesulfonamido)pyridin-3-yl)amino)nicotinamide